Cl.C1(CC1)NC(=O)C1=NC=C(C=C1)N1CCNCC1 N-cyclopropyl-5-(piperazin-1-yl)pyridinecarboxamide hydrochloride